C(C1=CC=CC=C1)OC1=NC(=CC=C1C1=NN(C2=C(C=CC=C12)N1CCC(CC1)CCN1CCN(CC1)C(=O)OC(C)(C)C)C)OCC1=CC=CC=C1 tert-butyl 4-(2-(1-(3-(2,6-bis(benzyloxy)pyridin-3-yl)-1-methyl-1H-indazol-7-yl)piperidin-4-yl)ethyl)piperazine-1-carboxylate